FC(C)(F)C1=NC(=NO1)C12CCC(CC1)(CC2)CN(C(=O)C2CC(C2)(C(F)(F)F)O)C2=CC(=CC=C2)P(=O)(C)C (1S,3S)-N-((4-(5-(1,1-difluoroethyl)-1,2,4-oxadiazol-3-yl)bicyclo[2.2.2]octan-1-yl)methyl)-N-(3-(dimethylphosphoryl)phenyl)-3-hydroxy-3-(trifluoromethyl)cyclobutane-1-carboxamide